(1H-pyrrolo[3,2-c]pyridin-3-yl)methanone N1C=C(C=2C=NC=CC21)C=O